C12CN(CC(N1)C2)C2=CC=C(C=N2)C=2C=1N(C=C(C2)C=2C=NN(C2)C)N=CC1C#N 4-(6-(3,6-diazabicyclo[3.1.1]heptan-3-yl)pyridin-3-yl)-6-(1-methyl-1H-pyrazol-4-yl)pyrazolo[1,5-a]pyridine-3-carbonitrile